COC=1C=C(C=CC1)C1=CC(=CC=C1OC)[C@H](CC(=O)OCC)NC(=O)NC=1C(N(C=C(C1O)C)C)=O ethyl (S)-3-(3',6-dimethoxybiphenyl-3-yl)-3-(3-(4-hydroxy-1,5-dimethyl-2-oxo-1,2-dihydro pyridin-3-yl)ureido)propanoate